2-(3,4-dimethoxyphenyl)-3-ethyl-N-(2-(piperidin-1-yl)ethyl)-1H-indole-5-carboxamide COC=1C=C(C=CC1OC)C=1NC2=CC=C(C=C2C1CC)C(=O)NCCN1CCCCC1